C(C)(C)(C)OC(=O)N1C[C@H]([C@@H](CC1)N1N=CC(=C1)Br)O trans-4-(4-bromo-1H-pyrazol-1-yl)-3-hydroxypiperidine-1-carboxylic acid tert-butyl ester